C1(CCCC1)=CC1=C(C2=C(C=3C(=NN(C3C=C2)C2OCCCC2)F)CCC1)C1=CC=C(C=C1)N1CCC(CC1)C(OC)OC 7-(cyclopentylidenemethyl)-6-(4-(4-(dimethoxymethyl)piperidin-1-yl)phenyl)-1-fluoro-3-(tetrahydro-2H-pyran-2-yl)-3,8,9,10-tetrahydrocyclohepta[e]indazole